(7-fluoro-3-methylbenzo[b]thiophen-2-yl)methanol FC1=CC=CC2=C1SC(=C2C)CO